[K+].C(CCCCCCCCC)S(=O)(=O)[O-] 1-Decanesulfonic acid potassium salt